FC=1C=NC(=NC1)NC(CN1C(C2=CC=C(C=C2C2(C(C2)(F)F)C1)C1CC1)=O)=O N-(5-fluoropyrimidin-2-yl)-2-[6-cyclopropyl-1',1'-difluoro-1-oxospiro[3H-isoquinoline-4,2'-cyclopropane]-2-yl]acetamide